CC(CCCCCCCCCCCCCCC)C1=CNC(O1)=O 5-(heptadecan-2-yl)oxazol-2(3H)-one